N-(2-fluorophenyl)-2-(3-methyl-[1,2,4]triazolo[4,3-a]pyridin-6-yl)-6-morpholinoimidazo[1,2-a]pyrazin-3-amine FC1=C(C=CC=C1)NC1=C(N=C2N1C=C(N=C2)N2CCOCC2)C=2C=CC=1N(C2)C(=NN1)C